FC1CC(N(C1)C(CC1=CN=NN1)=O)C(=O)NC(C1=CC=2N(C=C1)C=NC2)C2=NC(=C(C=C2)C(C)C)F 4-fluoro-N-{[6-fluoro-5-(propan-2-yl)pyridin-2-yl]({imidazo[1,5-a]pyridin-7-yl})methyl}-1-[2-(1H-1,2,3-triazol-5-yl)acetyl]pyrrolidine-2-carboxamide